iodine [4-14C]Pyrrolo[2,1-f][1,2,4]Triazine N=1N2C([14CH]=NC1)=CC=C2.[I]